FC1=C(OCC([C@@H](C[C@H]2C(NCC2)=O)NC(=O)[C@@H]2[C@H]3C([C@H]3CN2C([C@@H](NC(C(F)(F)F)=O)C(C)C)=O)(C)C)=O)C=CC(=C1)F |&1:6| (1R,2S,5S)-N-{(2RS)-4-(2,4-difluorophenoxy)-3-oxo-1-[(3S)-2-oxopyrrolidin-3-yl]butan-2-yl}-6,6-dimethyl-3-[N-(trifluoroacetyl)-L-valyl]-3-azabicyclo[3.1.0]hexane-2-carboxamide